C(#N)[C@@H](NS(=O)C(C)(C)C)[C@@H]1CC[C@H](CC1)C(F)(F)F N-{(S)-Cyano[trans-4-(trifluoromethyl)cyclohexyl]methyl}-2-methylpropane-2-sulfinamide